(E)-1-((1s,6r)-3,6-dimethylcyclohex-3-en-1-yl)-2-methylpent-1-en-3-ol CC=1C[C@@H]([C@@H](CC1)C)\C=C(\C(CC)O)/C